CC(CC(C)=O)C 4-methyl-2-pentanone